bis(5,5,8,8-tetramethyl-6,7-dihydro-1H-cyclopenta[b]naphthalen-1-yl)zirconium dichloride [Cl-].[Cl-].CC1(C=2C=C3C(=CC2C(CC1)(C)C)C(C=C3)[Zr+2]C3C=CC=1C3=CC=3C(CCC(C3C1)(C)C)(C)C)C